CC(C)(C)OC(=O)C=1C=C(C=CC1)NS([O-])(=O)=O.[Na+] Sodium N-[3-[(2-methylpropan-2-yl)oxycarbonyl]phenyl]sulfamate